N-[(6-Amino-2-pyridyl)sulfonyl]-6-(4-pyridyl)-2-(2,2,4-trimethylpyrrolidin-1-yl)pyridin-3-carboxamid NC1=CC=CC(=N1)S(=O)(=O)NC(=O)C=1C(=NC(=CC1)C1=CC=NC=C1)N1C(CC(C1)C)(C)C